phosphaphenanthrene methyleneacrylate C=C=CC(=O)O.P1=CC=CC=2C3=CC=CC=C3C=CC12